ClC=1N=C(N(C1)C)N1CCC(CC1)C(C)N1C2=NC(=NC=C2N(C1=N)C)C1=C(C=CC=C1)C(C)C 9-(1-(1-(4-chloro-1-methyl-1H-imidazol-2-yl)piperidin-4-yl)ethyl)-2-(2-isopropylphenyl)-7-methyl-7,9-dihydro-8H-purin-8-imine